COC1=CC=C(CNC2=C3C=CC=NC3=C(C=N2)NC(C(=O)O)=C=O)C=C1 2-((5-((4-methoxybenzyl)amino)-1,6-naphthyridin-8-yl)amino)-2-carbonyl-acetic acid